(3,4-difluorophenyl)(1-phenylimidazo[1,5-a]pyridin-3-yl)methanone FC=1C=C(C=CC1F)C(=O)C1=NC(=C2N1C=CC=C2)C2=CC=CC=C2